diethyl maleate (diethyl maloate) C(C)C(C(C(=O)O)O)(C(=O)O)CC.C(\C=C/C(=O)OCC)(=O)OCC